BrC=1C=C2C=C(N=C(C2=CC1)C(=O)OC)Cl methyl 6-bromo-3-chloroisoquinoline-1-carboxylate